2,2'-[1,4,7-triazonane-1,4-diylbis(methylene)]bis[6-(aminomethyl)-methylphenol] N1(CCN(CCNCC1)CC1=C(C(=CC=C1C)CN)O)CC1=C(C(=CC=C1C)CN)O